ClC=1C(N(N=CC1NC[C@H]1COCCC1)C1CCN(CC1)S(=O)(=O)C1=C(C=C(C=C1)C(=C)C)F)=O (2S)-4-chloro-2-[1-(2-fluoro-4-isopropenyl-phenyl)sulfonyl-4-piperidyl]-5-[[(3S)-tetrahydropyran-3-yl]methylamino]pyridazin-3-one